(S)-6-(((1-methoxyisoquinolin-5-yl)(1-(1-methylcyclopropyl)-1H-1,2,3-triazol-4-yl)methyl)amino)-4-(neopentylamino)quinoline-3,8-dicarbonitrile COC1=NC=CC2=C(C=CC=C12)[C@@H](C=1N=NN(C1)C1(CC1)C)NC=1C=C2C(=C(C=NC2=C(C1)C#N)C#N)NCC(C)(C)C